N[C@H]1CC[C@H](CC1)OC=1C=CC2=C(\C(\C(C=3C(=NC=NC23)N)(C)C)=N/OCCCS(=O)(=O)C)C1 (6Z)-8-(cis-4-aminocyclohexoxy)-5,5-dimethyl-6-(3-methylsulfonylpropoxyimino)benzo[h]quinazoline-4-amine